5-chloro-1-(4-chlorobenzyl)indoline-2,3-dione ClC=1C=C2C(C(N(C2=CC1)CC1=CC=C(C=C1)Cl)=O)=O